NC(C(=O)O)(CCCCB(O)O)CCCN1C(CCCC1)C1=CC=C(C=C1)OC 2-amino-6-borono-2-(3-(2-(4-methoxyphenyl)piperidin-1-yl)propyl)hexanoic acid